COC=1C=CC=2C(C3=CC=CC=C3OC2C1)NC(=O)C=1C(NC(=CC1)C(F)(F)F)=O N-(3-methoxy-9H-xanthen-9-yl)-2-oxo-6-(trifluoromethyl)-1,2-dihydropyridine-3-carboxamide